4-methoxy-2,2,7,7-tetramethyltricyclo[6.2.1.01,6]undec-5-ene COC1CC(C23C(=C1)C(C(CC2)C3)(C)C)(C)C